ClC=1C(=NC(=NC1)N[C@@H]1C[C@H]2CO[C@@H]([C@H]1O)O2)C=2C=C(C1=C(N(C(=N1)N1C(OCC1)=O)C(C)C)C2)F 3-(6-(5-chloro-2-(((1S,3R,4S,5R)-4-hydroxy-6,8-dioxabicyclo[3.2.1]octan-3-yl)amino)pyrimidin-4-yl)-4-fluoro-1-isopropyl-1H-benzo[d]imidazol-2-yl)oxazolidin-2-one